CC=1C=CC(=NC1)NC(=O)C1=C(C=CC=C1)NC(CCCCNC(OC(C)(C)C)=O)=O tert-butyl (5-((2-((5-methylpyridin-2-yl)carbamoyl)phenyl)amino)-5-oxopentyl)carbamate